phenylmesylat C1(=CC=CC=C1)CS(=O)(=O)[O-]